3-bromo-2-(1-hydroxycyclohexyl)-5-(methoxycarbonyl)-[1,2]selenazolo[2,3-a]pyridin-8-ium chloride [Cl-].BrC1=C([Se][N+]=2C1=CC(=CC2)C(=O)OC)C2(CCCCC2)O